FC1=C(C=C(C(=C1)C(F)(F)F)C1=NC=C(C=N1)F)NC(=O)N1[C@@H]2C[C@H](C[C@]1(C2)CN2C=NN=C2)C (1S,3R,5R)-N-(2-fluoro-5-(5-fluoropyrimidin-2-yl)-4-(trifluoromethyl)phenyl)-3-methyl-1-(1,2,4-triazol-4-ylmethyl)-6-azabicyclo[3.1.1]heptane-6-carboxamide